Cl.S1C=C(C2=C1C=CC=C2)C[C@@H](CN)N(C)C (S)-3-(3-benzothiophenyl)-2-(N,N-dimethylamino)propylamine hydrochloride